(4R)-N-[(3R,4S)-3-hydroxy-2,2,3-trimethyl-chroman-4-yl]-4-(2-imino-4,4-dimethyl-6-oxo-hexahydropyrimidin-1-yl)chromane-6-carboxamide O[C@]1(C(OC2=CC=CC=C2[C@@H]1NC(=O)C=1C=C2[C@@H](CCOC2=CC1)N1C(NC(CC1=O)(C)C)=N)(C)C)C